N-(3-(methylsulfonamido)phenyl)-4-(N-(pyridin-4-yl)sulfamoyl)benzamide CS(=O)(=O)NC=1C=C(C=CC1)NC(C1=CC=C(C=C1)S(NC1=CC=NC=C1)(=O)=O)=O